2,4-dichlorobenzene oxide ClC12C(C=CC(=C1)Cl)O2